C1=CC=CC=2C3=CC=CC=C3C(C12)COC(=O)N[C@@]1(CN(CC1)C(=O)OCC=C)C(=O)O (S)-3-((((9H-fluoren-9-yl)methoxy)carbonyl)amino)-1-((allyloxy)carbonyl)pyrrolidine-3-carboxylic acid